C(C)(C)(C)OC(=O)NC=1C(=CSC1)C(=O)O 4-t-butoxycarbonylamino-thiophene-3-carboxylic acid